O.[Pt](=O)=O Platinum(IV) oxide hydrate